3-(butoxyethylphosphinyl)-butyl propionate C(CC)(=O)OCCC(C)P(=O)CCOCCCC